(Z)-1-acetyl-2-((6-((methyl(tetra-hydro-2H-pyran-4-yl)amino)meth-yl)quinolin-2-yl)-methylene)indolin-3-one C(C)(=O)N1\C(\C(C2=CC=CC=C12)=O)=C/C1=NC2=CC=C(C=C2C=C1)CN(C1CCOCC1)C